2-(5-chloro-2-ethoxy-4-methyl-3-morpholinophenyl)-N-((3-chloropyrazin-2-yl)methyl)propanamide ClC=1C(=C(C(=C(C1)C(C(=O)NCC1=NC=CN=C1Cl)C)OCC)N1CCOCC1)C